normal Pentane CCCCC